methyloxyloxane COC1OCCCC1